O([C@H]1[C@H](O)[C@@H](O)[C@H](O)[C@H](O1)CO)C1=C(C=CC=C1)CC1=CC=C(C=C1)N1N=CC=C1 2-(4-pyrazole-1-ylbenzyl)-phenyl β-D-glucopyranoside